ClC1=CC=C(C=C1)C1=CC(=NC(=N1)C=1C=NC=CC1)N[C@H]1CNCC1 (R)-6-(4-chlorophenyl)-2-(pyridin-3-yl)-N-(pyrrolidin-3-yl)pyrimidin-4-amine